ClC1=C(C=C2C(=N1)CCC2)C(=O)NC(CC2=CC=CC=C2)(CC(C)C)C 2-chloro-N-(2,4-dimethyl-1-phenylpentan-2-yl)-6,7-dihydro-5H-cyclopenta[b]pyridine-3-carboxamide